(2S)-3-(3-bromophenyl)-2-{[(9Z)-3,3-dimethyl-10-oxo-1,2,3,4,9,10-hexahydrophenanthren-9-ylidene]amino}propanoic acid BrC=1C=C(C=CC1)C[C@@H](C(=O)O)\N=C/1\C2=CC=CC=C2C=2CC(CCC2C1=O)(C)C